1-(5-bromo-2-cyclopropyl-thiazol-4-yl)cyclopropanecarbonitrile BrC1=C(N=C(S1)C1CC1)C1(CC1)C#N